C(C)N1C(=O)NC(=O)NC1=O ethyl-isocyanuric acid